The molecule is a dipeptide consisting of N-butyl-L-cysteinamide having an (R)-2-amino-2-phenylacetyl residue attached to its alpha-amino nitrogen. It is a dipeptide and a L-cysteine derivative. CCCCNC(=O)[C@H](CS)NC(=O)[C@@H](C1=CC=CC=C1)N